[Br-].BrCCC[N+]1=CN(C=C1)CC1=CC=C(C=C1)N=NC1=CC=CC=C1 3-(3-bromopropyl)-1-(4-(phenyldiazenyl)benzyl)imidazol-3-ium bromide